FC=1C=C2CC(CC2=CC1F)NC1=NC=C(C=N1)C=1OC(=NN1)N1CC(CC1)(C=1N=NNC1)C N-(5,6-difluoro-2,3-dihydro-1H-inden-2-yl)-5-(5-(3-methyl-3-(1H-1,2,3-triazol-4-yl)pyrrolidin-1-yl)-1,3,4-oxadiazol-2-yl)pyrimidin-2-amine